C(C)(C)(C)OC(=O)N([C@H](C(=O)OC(C)(C)C)CCC=O)C(=O)OC(C)(C)C (S)-tert-Butyl 2-(bis(tert-butoxycarbonyl)amino)-5-oxopentanoate